C1(CC1)C([C@@H](C=1OC2=C(N1)C=C(C=C2)CN2C(N[C@@H](C2)C(F)(F)F)=O)NC(=O)C2=CC=NN2CC)C2CC2 N-((S)-2,2-dicyclopropyl-1-(5-(((S)-2-oxo-4-(trifluoromethyl)imidazolidin-1-yl)methyl)benzo[d]oxazol-2-yl)ethyl)-1-ethyl-1H-pyrazole-5-carboxamide